3-chloro-8-methyl-5,6,7,8-tetrahydrocinnoline ClC=1N=NC=2C(CCCC2C1)C